BrC1=C(C=C(C=C1)OCOCCOC)OCOCCOC 1-bromo-2,4-bis((2-methoxyethoxy)methoxy)benzene